CC1=C(CN2C(CN(CC2)C(=O)OC(C)(C)C)=O)C=CC(=C1)C=1C=2N(C=C(N1)C=1C=NN(C1)C)N=CC2 tert-butyl 4-(2-methyl-4-(6-(1-methyl-1H-pyrazol-4-yl)pyrazolo[1,5-a]pyrazin-4-yl)benzyl)-3-oxopiperazine-1-carboxylate